C(C)(C)(C)OC(=O)NC1(CCC1)C(=O)OCC ethyl 1-((tert-butoxy carbonyl)amino)cyclobutane-1-carboxylate